FC1=C(C=CC(=C1)C)C#CC1=NNC2=NC(=C(N=C21)CF)N2CCC1([C@@H]([C@@H](OC1)C)N)CC2 (3S,4S)-8-(3-((2-fluoro-4-methylphenyl)ethynyl)-5-(fluoromethyl)-1H-pyrazolo[3,4-b]pyrazin-6-yl)-3-methyl-2-oxa-8-azaspiro[4.5]decan-4-amine